COC1=C(C=C(C=C1C)C(=O)C1=CC=CC=C1)C (4-methoxy-3,5-dimethylphenyl)(phenyl)methanone